NC1=C(C(=C(C(=N1)C([O-])=S)C#N)CC)C#N 6-amino-3,5-dicyano-4-ethylpyridine-2-thioate